(S)-2-((6aR,10aR)-1-hydroxy-6,6,9-trimethyl-6a,7,10,10a-tetrahydro-6H-benzo[c]chromen-3-yl)propanoic acid OC1=C2[C@H]3[C@H](C(OC2=CC(=C1)[C@@H](C(=O)O)C)(C)C)CC=C(C3)C